FC(C(=O)O)(F)F.CC1(C(C(=CC2(CN(CCO2)C=2C=NC(=CC2)C)C1)C#N)=O)C 10,10-dimethyl-4-(6-methylpyridin-3-yl)-9-oxo-1-oxa-4-azaspiro[5.5]undec-7-ene-8-carbonitrile 2,2,2-trifluoroacetate